4-hydroxy-7-benzyloxycoumarin OC1=CC(OC2=CC(=CC=C12)OCC1=CC=CC=C1)=O